2-((S)-2-((S)-1-(4-fluorophenyl)-3,4-dihydroisoquinolin-2(1H)-yl)-1-oxa-3,7-diazaspiro[4.4]non-2-en-7-yl)ethan-1-ol FC1=CC=C(C=C1)[C@@H]1N(CCC2=CC=CC=C12)C=1O[C@]2(CN1)CN(CC2)CCO